Tetradecyl ((perfluorophenoxy)(phenoxy)phosphoryl)-L-phenylalaninate FC1=C(OP(=O)(OC2=CC=CC=C2)N[C@@H](CC2=CC=CC=C2)C(=O)OCCCCCCCCCCCCCC)C(=C(C(=C1F)F)F)F